tert-butyl (R,Z)-4'-((tert-butylsulfinyl)imino)-4'H,6'H-spiro[piperidine-4,5'-pyrrolo[1,2-c][1,2,3]triazole]-1-carboxylate C(C)(C)(C)[S@@](=O)\N=C/1\C2(CN3N=NC=C31)CCN(CC2)C(=O)OC(C)(C)C